COC(=O)C1=C(C=C(C=C1)C1=CC(=C(C=C1)F)F)N1C(C2=CC(=CC=C2C1)N1N=NN=C1)=O 3',4'-Difluoro-3-(1-oxo-6-tetrazol-1-yl-1,3-dihydroisoindol-2-yl)biphenyl-4-carboxylic acid methyl ester